BrC1=NN(C(=C1)CC(C)C)C1=CC(=CC=C1)COC 3-Bromo-5-isobutyl-1-[3-(methoxymethyl)phenyl]pyrazole